C(C)(C)(C)NC1=CC(=C(C=N1)C1=C(N=C(S1)C(=O)NC[C@](C(F)(F)F)(C)O)C(=O)N1[C@H](CCC1)C)C(F)(F)F 5-(6-(tert-butylamino)-4-(trifluoromethyl)pyridin-3-yl)-4-((S)-2-methylpyrrolidine-1-carbonyl)N-((S)-3,3,3-trifluoro-2-hydroxy-2-methylpropyl)thiazole-2-carboxamide